benzyl (1-oxohexan-2-yl)carbamate O=CC(CCCC)NC(OCC1=CC=CC=C1)=O